O[C@@H](CC(=O)OC1=CC=C2C3=C(C(OC2=C1)=O)C=C(C(=C3)OC(C[C@@H](C)O)=O)OC(C[C@@H](C)O)=O)C [8,9-bis[[(3R)-3-hydroxybutanoyl]oxy]-6-oxo-benzo[c]chromen-3-yl] (3R)-3-hydroxybutanoate